C([C@H](O)C1=CC=CC=C1)(=O)O.C[C@@H]1[C@H](C2=CC(=CC=C2C1)C)N (1R,2S)-2,6-dimethyl-1-aminoindan R-mandelate